tert-Butyl 2-[3-acetyl-4-(prop-2-en-1-yl)-6-(pyrrolidin-1-yl)indazol-1-yl]acetate C(C)(=O)C1=NN(C2=CC(=CC(=C12)CC=C)N1CCCC1)CC(=O)OC(C)(C)C